6-(tert-butyl)-3-(chloromethyl)-2,4-dimethylphenol C(C)(C)(C)C1=CC(=C(C(=C1O)C)CCl)C